CC1=NC=CC=C1C1=CC=CN1 5-(2-methylpyridin-3-yl)-1H-pyrrole